C(C1=CC=CC=C1)OC=1C(=NC=C(C1)Br)I 3-(benzyloxy)-5-bromo-2-iodopyridine